(5-(3,5-difluorophenyl)-4,5-dihydro-1H-pyrazol-1-yl)(3-(((5-fluoropyrimidin-2-yl)-oxy)methyl)bicyclo[1.1.1]-pentan-1-yl)methanone FC=1C=C(C=C(C1)F)C1CC=NN1C(=O)C12CC(C1)(C2)COC2=NC=C(C=N2)F